(S)-6-(1-(5-(6-chloro-7-fluoro-3-(1H-imidazol-1-yl)-5-methoxy-1-methyl-1H-indol-2-yl)-1H-1,2,4-triazol-3-yl)ethyl)-2-oxa-6-azaspiro[3.3]heptane ClC1=C(C=C2C(=C(N(C2=C1F)C)C1=NC(=NN1)[C@H](C)N1CC2(COC2)C1)N1C=NC=C1)OC